FC\1CN(CC/C1=C/C(=O)NOC[C@H](C)NC=1C=NNC(C1C(F)(F)F)=O)C1=NC=C(C=N1)C(F)(F)F (Z)-2-(3-fluoro-1-(5-(trifluoromethyl)pyrimidin-2-yl)piperidin-4-ylidene)-N-((S)-2-((6-oxo-5-(trifluoromethyl)-1,6-dihydropyridazin-4-yl)amino)propoxy)acetamide